NC=1C(=NC(=C(N1)C=1C=C(C=CC1)C)C1=CC=CC=C1)C#N 3-amino-6-phenyl-5-(m-tolyl)pyrazine-2-carbonitrile